6-(4-Fluoro-1-(4-morpholinobenzyl)-1H-indol-7-carboxamido)spiro[3.3]heptan FC1=C2C=CN(C2=C(C=C1)C(=O)NC1CC2(CCC2)C1)CC1=CC=C(C=C1)N1CCOCC1